bromochloroindolyl phosphate P(=O)(OC=1NC2=CC=CC(=C2C1Cl)Br)([O-])[O-]